ClCC1=NC2=C(N1C1COCC1(F)F)C=C(C=C2)C(=O)OC methyl 2-(chloromethyl)-1-(4,4-difluorotetrahydrofuran-3-yl)-1H-benzo[d]imidazole-6-carboxylate